CNO methyLhydroxylamine